C1CCC12CO[C@@H](C2)COC=2C(=CC(=NC2)C)C2=CC=1N(C=C2)N=C(C1)NC1=NC(=NC(=C1)C)C (S)-5-(5-((6-oxaspiro[3.4]octan-7-yl)methoxy)-2-methylpyridin-4-yl)-N-(2,6-dimethylpyrimidin-4-yl)pyrazolo[1,5-a]pyridin-2-amine